The molecule is a polyanionic polymer obtained by deprotonation of the free phosphate OH groups of O-(alpha-D-glucosyl) poly(glycerol phosphate) It is a conjugate base of an O-(alpha-D-glucosyl) poly(glycerol phosphate). C([C@@H]1[C@H]([C@@H]([C@H]([C@H](O1)OC(CO)COP(=O)(O)[O-])O)O)O)O.C(C(COP(=O)(O)[O-])O)O